(R)-6-(2-((2,5-Bis(trifluoromethyl)pyrazolo[1,5-a]pyrimidin-7-yl)amino)-1-(4-fluorophenyl)ethyl)-N-(2,2,2-trifluoroethyl)-2,6-diazaspiro[3.3]heptane-2-carboxamide FC(C1=NN2C(N=C(C=C2NC[C@@H](C2=CC=C(C=C2)F)N2CC3(CN(C3)C(=O)NCC(F)(F)F)C2)C(F)(F)F)=C1)(F)F